FC1(CCC(CC1)NC(C(C=1C=NC=C(C1)F)N(C(=O)C1C(CC1)(OC)O)C1=CC=C(C=C1)S(F)(F)(F)(F)F)=O)F N-[2-[(4,4-difluorocyclohexyl)amino]-1-(5-fluoro-3-pyridyl)-2-oxo-ethyl]-2-hydroxy-2-methoxy-N-[4-(pentafluoro-λ6-sulfanyl)phenyl]cyclobutanecarboxamide